2-(5-Fluoro-benzothiazol-2-ylamino)-1-methyl-1H-benzimidazole-5-carboxylic acid FC=1C=CC2=C(N=C(S2)NC2=NC3=C(N2C)C=CC(=C3)C(=O)O)C1